O=C1NC(C(N=C1C=1C=NC(=CC1)OCC)C(=O)N/N=C/C=1N(C=CC1)C)=O.[K] Potassium dioxo-(E)-6-(6-ethoxypyridin-3-yl)-N'-((1-methyl-1H-pyrrol-2-yl)methylene)pyrazine-2-carbohydrazide